C(=O)C1=CC=C(C=C1)C1=C(C=C2C(=N1)CCC2)C#N (4-formylphenyl)-6,7-dihydro-5H-cyclopenta[b]pyridine-3-carbonitrile